2,2-difluoro-6-(5-fluoro-6-methoxypyridin-3-yl)-7-((5-methoxy-7-methyl-1H-indol-4-yl)methyl)-7-azaspiro[3.5]nonane FC1(CC2(C1)CC(N(CC2)CC2=C1C=CNC1=C(C=C2OC)C)C=2C=NC(=C(C2)F)OC)F